CC1=CC=2N(C=C1)N=CC2C(=O)N[C@@H]2CCC1=CC(=CC=C21)C2=NOC(=C2)C (R)-5-methyl-N-(5-(5-methylisoxazol-3-yl)-2,3-dihydro-1H-inden-1-yl)pyrazolo[1,5-a]pyridine-3-carboxamide